COC=1C=C(C=CC1OC)C1=CN=C2SC(=NN21)NCC2=CC=NC=C2 5-(3,4-dimethoxyphenyl)-N-(4-pyridylmethyl)imidazo[2,1-b][1,3,4]thiadiazol-2-amine